[N+](=O)([O-])C=1SC=CC1 2-nitrothiophene